C(C=C)(=O)N1[C@H](CN(C[C@H]1C)C1=NC(N2C3=C(C(=C(C=C13)C(F)(F)F)C1=CC=C(C=C1)F)SC[C@@H]2COC)=O)C (S)-7-((3S,5R)-4-acryloyl-3,5-dimethylpiperazin-1-yl)-10-(4-fluorophenyl)-3-(methoxymethyl)-9-(trifluoromethyl)-2,3-dihydro-5H-[1,4]thiazino[2,3,4-ij]quinazolin-5-one